4-Benzyloxy-1-methyl-1H-1,2,3-triazole-5-carboxylic acid C(C1=CC=CC=C1)OC=1N=NN(C1C(=O)O)C